ClCC(=O)N1C2=C(NC(C3=C1C=CC=C3)=O)C=CC=C2 5-(2-chloroacetyl)-5,10-dihydro-11H-dibenzo[b,e][1,4]diazepin-11-one